1,3-diethyl 2-[5,7-difluoro-2-(4-fluoro-2-hydroxyphenyl)-1H-indol-3-yl]-2-hydroxypropanedioate FC=1C=C2C(=C(NC2=C(C1)F)C1=C(C=C(C=C1)F)O)C(C(=O)OCC)(C(=O)OCC)O